CC1=NNC(=C1C1=CC(=NC=2N1N=CC2C2=CC=NN2C2OCCCC2)C21CNCC(CC2)O1)C (7-(3,5-dimethyl-1H-pyrazol-4-yl)-3-(1-(tetrahydro-2H-pyran-2-yl)-1H-pyrazol-5-yl)pyrazolo[1,5-a]Pyrimidin-5-yl)-8-oxa-3-azabicyclo[3.2.1]Octane